(1r,2r)-2-fluorocyclopropane-1-carboxamide F[C@H]1[C@H](C1)C(=O)N